methylpiperidine-4-carboximidamide CN1CCC(CC1)C(N)=N